3-(1-methyl-1H-indol-5-yl)-1-propyl-1,5,6,7,8,9-hexahydro-2H-cyclohepta[4,5]thieno[2,3-d]pyrimidine-2,4(3H)-dione CN1C=CC2=CC(=CC=C12)N1C(N(C2=C(C1=O)C1=C(S2)CCCCC1)CCC)=O